BrC1=CC=C(C=2N=C(OC21)S)OC 7-bromo-4-methoxybenzo[d]oxazole-2-thiol